2-(2-chloro-6-fluorobenzamido)propanoic acid methyl ester COC(C(C)NC(C1=C(C=CC=C1F)Cl)=O)=O